N-(4-ethylphenyl)-4-hydroxy-N-isobutyl-2-(1-(methylsulfonyl)piperidin-4-yl)chroman-6-sulfonamide C(C)C1=CC=C(C=C1)N(S(=O)(=O)C=1C=C2C(CC(OC2=CC1)C1CCN(CC1)S(=O)(=O)C)O)CC(C)C